1-(5-(2,3-dichlorophenyl)-6-(trifluoromethyl)pyrazin-2-yl)-4-methylpiperazine ClC1=C(C=CC=C1Cl)C=1N=CC(=NC1C(F)(F)F)N1CCN(CC1)C